(1R,3S)-3-{5-[2-(2-formyl-3-methoxyphenoxy)acetamido]-2H-pyrazol-3-yl}cyclopentyl N-(1-methylcyclobutyl)carbamate CC1(CCC1)NC(O[C@H]1C[C@H](CC1)C=1NN=C(C1)NC(COC1=C(C(=CC=C1)OC)C=O)=O)=O